FC1=C(CN2C(C(=CC(=C2)C(=O)N[C@H]2[C@@H](C2)C)C(=O)NC)=O)C=CC=C1 1-(2-fluorobenzyl)-N3-methyl-N5-((1R,2R)-2-methylcyclopropyl)-2-oxo-1,2-dihydropyridine-3,5-dicarboxamide